4-HYDROXYPYRIDINE OC1=CC=NC=C1